5-Bromo-2-[3-(2,2,2-trichloro-acetyl)-ureido]-nicotinic acid methyl ester COC(C1=C(N=CC(=C1)Br)NC(=O)NC(C(Cl)(Cl)Cl)=O)=O